NCC=1C(=CC2=C([C@@H]3CC4=C(CN3CC2)C(=C(C=C4)OC)OC)C1)OC (S)-2-aminomethyl-3,9,10-trimethoxy-6,8,13,13a-tetrahydro-5H-dibenzo[a,g]quinolizine